methyl 7-bromo-1-(cyclopropylmethyl)-1H-indole-2-carboxylate BrC=1C=CC=C2C=C(N(C12)CC1CC1)C(=O)OC